(4-(1-(3-(cyanomethyl)-1-(ethylsulfonyl)azetidin-3-yl)-1H-pyrazol-4-yl)-7H-pyrrolo[2,3-d]pyrimidin-7-yl)2-(4-(1-oxoisoindoline-2-yl)phenyl)butanoic acid methyl ester COC(C(CC)(C1=CC=C(C=C1)N1C(C2=CC=CC=C2C1)=O)N1C=CC2=C1N=CN=C2C=2C=NN(C2)C2(CN(C2)S(=O)(=O)CC)CC#N)=O